FC(C1=CC=C(C=C1)N1C=2N(C[C@H](C1)CNC(C=C)=O)N=CC2)(F)F (S)-N-((4-(4-(trifluoromethyl)phenyl)-4,5,6,7-tetrahydropyrazolo[1,5-a]pyrimidin-6-yl)methyl)acrylamide